ClC=1C=C2C=C(NC2=CC1)C(=O)N[C@@H](C(=O)N1CC(CC1)(F)F)CC=1N=CNC1C |r| racemic-5-chloro-N-(1-(3,3-difluoropyrrolidin-1-yl)-3-(5-methyl-1H-imidazol-4-yl)-1-oxopropan-2-yl)-1H-indole-2-carboxamide